C(C)(C)(C)OC(=O)N1CC(CC=C1C=1C=C2C=CN=CC2=CC1)C.C(CC)[Si](OC(C)=O)(OC(C)=O)OC(C)=O propyl-triacetoxysilane tert-Butyl-6-(6-isoquinolyl)-3-methyl-3,4-dihydro-2H-pyridine-1-carboxylate